(R)-tert-butyl (1-(7-amino-2-methyl quinazolin-4-yl)pyrrolidin-3-yl)carbamate NC1=CC=C2C(=NC(=NC2=C1)C)N1C[C@@H](CC1)NC(OC(C)(C)C)=O